FC1=CC=C2C=C3N(C2=C1)C=1C=CC=CC1C3=O 3-fluoro-10H-indolo[1,2-a]indol-10-one